FC1(CCC(CC1)N1N=CC(=N1)C=1C(=C(C(=O)N)C=CC1NS(=O)(=O)CCO)N1CCC2(CC2)CC1)F (2-(4,4-difluorocyclohexyl)-2H-1,2,3-triazol-4-yl)-4-((2-hydroxyethyl)sulfonamido)-2-(6-azaspiro[2.5]octan-6-yl)benzamide